C[Si](C)(C)I trimethylsilyl iodide